N(=[N+]=[N-])C1=CC(=C(C(=O)NCC(=O)NCC(=O)O)C=C1)C(F)(F)F (4-azido-2-(trifluoromethyl)benzoyl)-glycylglycine